10,10-dimethoxy-3-decanol COC(CCCCCCC(CC)O)OC